3-Methyl-6-((1-(tetrahydro-2H-pyran-4-yl)-1H-pyrazol-4-yl)amino)isothiazolo[5,4-d]pyrimidine CC1=NSC2=NC(=NC=C21)NC=2C=NN(C2)C2CCOCC2